2-amino-4-(methoxycarbonyl)thiophene-3-carboxylic acid NC=1SC=C(C1C(=O)O)C(=O)OC